5-(1-propyl-1H-pyrazol-4-yl)-N-(pyridin-4-yl)-1H-indazole-3-carboxamide C(CC)N1N=CC(=C1)C=1C=C2C(=NNC2=CC1)C(=O)NC1=CC=NC=C1